FC=1C2=C(C(=NC1)C1=CC=C(C(=O)N[C@@H]3CC[C@H](CC3)C(C)(C)O)C=C1)C=CN2 4-(7-Fluoro-1H-pyrrolo[3,2-c]pyridin-4-yl)-N-[trans-4-(2-hydroxypropan-2-yl)cyclohexyl]benzamide